4-fluorobicyclo[2.2.2]octane-1-carboxamide FC12CCC(CC1)(CC2)C(=O)N